COC=1C2=CN(N=C2C(=CC1OC1COCC1)C(=O)O)COCC[Si](C)(C)C 4-methoxy-5-(oxolan-3-yloxy)-2-{[2-(trimethylsilyl)ethoxy]methyl}-2H-indazole-7-carboxylic acid